NC1=CC(=C(C=C1OC)N1CCC(CC1)N1CCN(CC1)CC1CCN(CC1)C=1C=C2C(N(C(C2=CC1F)=O)C1C(NC(CC1)=O)=O)=O)C=1C=NN(C1)C 5-(4-((4-(1-(4-amino-5-methoxy-2-(1-methyl-1H-pyrazol-4-yl)phenyl)piperidin-4-yl)piperazin-1-yl)methyl)piperidin-1-yl)-2-(2,6-dioxopiperidin-3-yl)-6-fluoroisoindoline-1,3-dione